C(#N)C=1C=C(CN2C(=NC(=C2)NC(C(C)N2C[C@@H](C(CC2)(F)F)C2=CC=[N+](C=C2)[O-])=O)C)C=C(C1)F 4-((3S)-1-(1-((1-(3-cyano-5-fluorobenzyl)-2-methyl-1H-imidazol-4-yl)amino)-1-oxopropan-2-yl)-4,4-difluoropiperidin-3-yl)pyridine 1-oxide